Cl.ClC1=C(C#N)C=CC(=C1)N1CC2(C[C@@H]1C)CCN(CC2)C2=CC=C(C=C2)C(=O)N2CCNCC2 (S)-2-chloro-4-(3-methyl-8-(4-(piperazine-1-carbonyl)phenyl)-2,8-diazaspiro[4.5]dec-2-yl)benzonitrile hydrochloride